C(C)OC(CCCCC)=O.[Zn+2] Zinc (II) ethylhexanoate